2'-Fluoro-4'-methoxy-5'-(((1S,2R,3S,4R)-3-((4-(pentafluoro-λ6-sulfaneyl)phenyl)carbamoyl)bicyclo[2.2.1]heptan-2-yl)carbamoyl)-[1,1'-biphenyl]-4-carboxylic Acid FC1=C(C=C(C(=C1)OC)C(N[C@@H]1[C@H]2CC[C@@H]([C@@H]1C(NC1=CC=C(C=C1)S(F)(F)(F)(F)F)=O)C2)=O)C2=CC=C(C=C2)C(=O)O